3-methyl-5-(N-(2-(4-acetylpiperazin-1-yl)phenyl)-N-phenethylsulfamoyl)benzofuran-2-carboxylic acid ethyl ester C(C)OC(=O)C=1OC2=C(C1C)C=C(C=C2)S(N(CCC2=CC=CC=C2)C2=C(C=CC=C2)N2CCN(CC2)C(C)=O)(=O)=O